2-(but-1-en-2-yl)-4-methylquinoline C=C(CC)C1=NC2=CC=CC=C2C(=C1)C